ditert-butyl 2-(1-hydroxy-1-methyl-ethyl)piperazine-1,4-dicarboxylate OC(C)(C)C1N(CCN(C1)C(=O)OC(C)(C)C)C(=O)OC(C)(C)C